N(=[N+]=[N-])CC(C)(C)C1=CNC2=CC=C(C=C12)O[Si](C)(C)C(C)(C)C 3-(1-Azido-2-methylpropan-2-yl)-5-((tert-butyldimethylsilyl)oxy)-1H-indole